N-(6-Amino-5-ethyl-3-pyridyl)-2-[(2R,5S)-5-methyl-2-[4-[(1-methyl-4-piperidyl)amino]phenyl]-1-piperidyl]-2-oxo-acetamide NC1=C(C=C(C=N1)NC(C(=O)N1[C@H](CC[C@@H](C1)C)C1=CC=C(C=C1)NC1CCN(CC1)C)=O)CC